CC1=C(C(=O)O)C(=C(C(=C1C)O)C)C 2,3,5,6-tetramethyl-4-hydroxybenzoic acid